CN1N=C(C=C1C)NC1=NC=C(C(=N1)C1=CNC2=C(C=CC=C12)N1C(C2=CC=CC(=C2C1)C1=NC=NC=C1)=O)C 2-(3-(2-((1,5-dimethyl-1H-pyrazol-3-yl)amino)-5-methylpyrimidin-4-yl)-1H-indol-7-yl)-4-(pyrimidin-4-yl)isoindolin-1-one